2-(2,5-dimethyl-1H-pyrrol-1-yl)-5-methylthiophene CC=1N(C(=CC1)C)C=1SC(=CC1)C